C1=NC=CC=2NC=3C=C(C=CC3C21)C=2C=CC(=NC2)OC2CC(C2)OCCCN2CCN(CC2)C=2C=C1C(N(C(C1=CC2)=O)C2C(NC(CC2)=O)=O)=O 5-(4-(3-((1r,3r)-3-((5-(5H-pyrido[4,3-b]indol-7-yl)pyridin-2-yl)oxy)cyclobutoxy)propyl)piperazin-1-yl)-2-(2,6-dioxopiperidin-3-yl)isoindoline-1,3-dione